CN1C=[N+](C=C1CCO)CCO 1-methyl-3,5-bis(2-hydroxyethyl)imidazolium